FC1([C@H](CN(CC1)[C@H](C(=O)NC1=NC=C(C=C1)OC1=CC=C(C=C1)F)C)C1=CNC(C=C1)=O)F (S)-2-((S)-4,4-difluoro-3-(6-oxo-1,6-dihydropyridin-3-yl)piperidin-1-yl)-N-(5-(4-fluorophenoxy)pyridin-2-yl)propanamide